[Pd+2].C(C=C)OS(=O)(=O)C(F)(F)F (allyl)-trifluoromethylsulfonate palladium(II)